(2R)-7-bromo-4-[(1S)-1-(3-chlorophenyl)ethyl]-2-methyl-2H-1,4-benzoxazin-3-one BrC1=CC2=C(N(C([C@H](O2)C)=O)[C@@H](C)C2=CC(=CC=C2)Cl)C=C1